3',6'-bis(dimethylamino)-3-oxo-N-(prop-2-yn-1-yl)-3H-spiro[isobenzofuran-1,9'-xanthene]-5-carboxamide CN(C=1C=CC=2C3(C4=CC=C(C=C4OC2C1)N(C)C)OC(C1=CC(=CC=C13)C(=O)NCC#C)=O)C